COC(=O)C=1C=NC(=NC1)N(C)CC1=CC=2N=C(N=C(C2S1)N1CCOCC1)C=1C=NC(=CC1)OC Methyl-2-(((2-(6-methoxypyridin-3-yl)-4-morpholinothieno[3,2-d]pyrimidin-6-yl) methyl) (methyl)amino)pyrimidine-5-carboxylate